(1-methyl-1H-indol-7-yl)methylamine hydrochloride Cl.CN1C=CC2=CC=CC(=C12)CN